Ethyl-6-(5-(2-fluoro-6-methyl-4-((methylamino)methyl)phenyl)-1H-pyrazolo[3,4-c]pyridin-3-yl)-N-methylpyridin-2-amine C(C)C=1C(=NC(=CC1)C1=NNC2=CN=C(C=C21)C2=C(C=C(C=C2C)CNC)F)NC